Dihydrochlorofluorohistamine ClN(CCC1CNC=N1)F